C1(CCC1)NC=1N=CC=2C(N1)=C(C(N(C2)C=2C=C1C=CC=NC1=CC2)=O)C2=CC=C(C=C2)OC(F)F 2-(cyclobutylamino)-8-(4-(difluoromethoxy)phenyl)-6-(quinolin-6-yl)pyrido[4,3-d]pyrimidin-7(6H)-one